C1(=CC(=CC(=C1)C(=O)OC1=C(C(=C(C(=C1F)F)F)F)F)C(=O)OC1=C(C(=C(C(=C1F)F)F)F)F)C(=O)OC1=C(C(=C(C(=C1F)F)F)F)F tris(perfluorophenyl) benzene-1,3,5-tricarboxylate